stearyltin triacetate C(C)(=O)[O-].C(C)(=O)[O-].C(C)(=O)[O-].C(CCCCCCCCCCCCCCCCC)[Sn+3]